5-chloro-2-fluoro-4-(1-phenylcyclopropylamino)-N-(thiazol-2-yl)benzenesulfonamide ClC=1C(=CC(=C(C1)S(=O)(=O)NC=1SC=CN1)F)NC1(CC1)C1=CC=CC=C1